2-[4-(bromomethyl)-3,5-difluorophenyl]-5-(difluoromethyl)-1,3,4-oxadiazole BrCC1=C(C=C(C=C1F)C=1OC(=NN1)C(F)F)F